FC(C(=O)O)(F)F.NCC(CN1N=CN(C1=O)C1=CC=CC(=N1)N1C(OCC2=C1C=CC=C2)=O)=C(F)F [6-[1-[2-(aminomethyl)-3,3-difluoro-allyl]-5-oxo-1,2,4-triazol-4-yl]-2-pyridinyl]-1,4-dihydro-3,1-benzoxazin-2-one trifluoroacetate salt